FC(OC1=CC(=NN1)NC1=NC(=CN=C1)O[C@H]1CC(NCC1)(C)C)F (R)-N-(5-(difluoromethoxy)-1H-pyrazol-3-yl)-6-((2,2-dimethylpiperidin-4-yl)oxy)pyrazin-2-amine